3-(8-(aminomethyl)-6,7,8,9-tetrahydropyrido[1,2-a]indol-10-yl)-4-(1-methyl-1H-indol-3-yl)-1H-pyrrole-2,5-dione hydrochloride Cl.NCC1CC=2N(C3=CC=CC=C3C2C=2C(NC(C2C2=CN(C3=CC=CC=C23)C)=O)=O)CC1